3-(3-chloro-2-((cyclopropylmethyl)amino)pyridin-4-yl)-1H-pyrazolo[3,4-b]pyrazin ClC=1C(=NC=CC1C1=NNC2=NC=CN=C21)NCC2CC2